The molecule is the 6-O-phospho derivative of D-glucitol. It has a role as an Escherichia coli metabolite and a mouse metabolite. It is an alditol 6-phosphate and a glucitol phosphate. It derives from a D-glucitol. It is a conjugate acid of a D-glucitol 6-phosphate(2-). C([C@@H]([C@H]([C@@H]([C@@H](COP(=O)(O)O)O)O)O)O)O